NCCC[Si](O[Si](C)(C)CCCN)(C)C 1,3-Bis(3-aminopropyl)-1,1,3,3-tetramethyldisiloxan